NCC1=NC=CC=C1 2-aminomethylpyridine